4-Bromo-5-(difluoromethyl)-1H-pyrazole BrC=1C=NNC1C(F)F